CC=1C(=NC=CN1)S(=O)(=O)NC=1C=CC(=C2C=CC=NC12)N1CCOCC1 3-methyl-N-(5-morpholinoquinolin-8-yl)pyrazine-2-sulfonamide